2-(4-(((1s,3s)-3-hydroxycyclobutyl)amino)phthalazin-1-yl)-5-(trifluoromethyl)phenol OC1CC(C1)NC1=NN=C(C2=CC=CC=C12)C1=C(C=C(C=C1)C(F)(F)F)O